4-(4-(6-trifluoromethyl-1H-indol-3-yl)thiophen-2-yl)-4-oxobutyric acid FC(C1=CC=C2C(=CNC2=C1)C=1C=C(SC1)C(CCC(=O)O)=O)(F)F